C(C=C)(=O)N1C[C@@H](N(CC1)C(=O)C1(CC1)O)C1=CC(=NC(=C1)Cl)C1=CC(=NC=N1)C(=O)NC (S)-6-(4-(4-acryloyl-1-(1-hydroxycyclopropane-1-carbonyl)piperazin-2-yl)-6-chloropyridin-2-yl)-N-methylpyrimidine-4-carboxamide